C(C1=CC=CC=C1)[C@@H]1N(C(OC1)=O)C(C(CCCCC)C)=O (4S)-4-benzyl-3-(2-methylheptanoyl)oxazolidin-2-one